FC(OC=1C(=CC2=CN(N=C2C1)C1CCNCC1)NC(=O)C1=NC(=CC=C1)C(F)(F)F)F N-(6-(difluoromethoxy)-2-(piperidin-4-yl)-2H-indazol-5-yl)-6-(trifluoromethyl)pyridinecarboxamide